Penten-2-ol CCCC(=C)O